CN1CCN(CC1)C1=CC=C(C=C1)C1=NNC=2C1=NN(C(C2)=O)C=2C(=NC=NC2)C 3-(4-(4-methylpiperazin-1-yl)phenyl)-5-(4-methylpyrimidin-5-yl)-1H-pyrazolo[4,3-c]pyridazin-6(5H)-one